NCCOCCNC(=O)C1=C(C=C(C=C1)NC(=O)C=1N(C(=CN1)C1=CC(=C(C=C1)OC(C)C)F)C)CC N-[4-[2-(2-aminoethoxy)ethylcarbamoyl]-3-ethyl-phenyl]-5-(3-fluoro-4-isopropoxyphenyl)-1-methylimidazole-2-carboxamide